F[C@H]1CN(CC[C@H]1NC1=CC=CC=2N1N=C(C2C=C)C#CCNC2=C(C=C(C=C2)S(=O)(=O)C)OC)CCOC N-((3S,4R)-3-fluoro-1-(2-methoxyethyl)piperidin-4-yl)-2-(3-((2-methoxy-4-(methylsulfonyl)phenyl)amino)prop-1-yn-1-yl)-3-vinylpyrazolo[1,5-a]pyridin-7-amine